ClC=1C=C2C=NN(C2=CC1C1CCN(CC1)[C@H]1COCC1)C=1C=NN(C1)C |o1:16| (R or S)-5-chloro-1-(1-methyl-1H-pyrazol-4-yl)-6-(1-(tetrahydrofuran-3-yl)piperidin-4-yl)-1H-indazole